C(CCCCCCCCCCCCCCC)(=O)[O-].[Sn+4].C(CCCCCCCCCCCCCCC)(=O)[O-].C(CCCCCCCCCCCCCCC)(=O)[O-].C(CCCCCCCCCCCCCCC)(=O)[O-] Tin palmitate